CN1N=CC2=CC(=CC=C12)C1=CC(=NN1)C(=O)OCC Ethyl 5-(1-methyl-1H-indazol-5-yl)-1H-pyrazole-3-carboxylate